benzyl (S)-2-(isopropylamino)-4-methylpentanoate C(C)(C)N[C@H](C(=O)OCC1=CC=CC=C1)CC(C)C